C1(CC1)C[C@H](C(=O)N1CC(C(CC1)(O)CN1C=C(C(=CC1=O)C1=CC=CC=C1)C(=O)N(C)C)(C)C)C 1-((1-((R)-3-cyclopropyl-2-methylpropionyl)-4-hydroxy-3,3-dimethylpiperidine-4-Yl)methyl)-N,N-dimethyl-6-oxo-4-phenyl-1,6-dihydropyridine-3-carboxamide